L-1-Ethylene carbonate C1(OCCO1)=O